trimethylene 2,3-furandicarboxylate O1C2=C(C=C1)C(=O)OCCCOC2=O